6-chloro-1-(tetrahydro-2H-pyran-2-yl)-N-(1-(3,4,5-trimethoxyphenyl)-1H-imidazol-4-yl)-1H-pyrazolo[3,4-d]pyrimidin-4-amine ClC1=NC(=C2C(=N1)N(N=C2)C2OCCCC2)NC=2N=CN(C2)C2=CC(=C(C(=C2)OC)OC)OC